(R)-5-methyl-5-{4-[4-(5-methylpyridin-2-ylamino)piperidine-1-carbonyl]phenyl}imidazolidine-2,4-dione C[C@]1(C(NC(N1)=O)=O)C1=CC=C(C=C1)C(=O)N1CCC(CC1)NC1=NC=C(C=C1)C